1-[3-[(1S)-1-hydroxyethyl]-6-[6-[[6-[(3-methoxyazetidin-1-yl)methyl]pyridazin-3-yl]amino]pyrazolo[1,5-a]pyridin-3-yl]pyridin-2-yl]-5-methylpyrazole-3-carbonitrile O[C@@H](C)C=1C(=NC(=CC1)C=1C=NN2C1C=CC(=C2)NC=2N=NC(=CC2)CN2CC(C2)OC)N2N=C(C=C2C)C#N